FC1=CC(=NC=C1F)O[C@@H]1C[C@@H](N(C1)C(=O)OC(C)(C)C)C tert-butyl (2S,4R)-4-((4,5-difluoropyridin-2-yl)oxy)-2-methylpyrrolidine-1-carboxylate